4-(difluoromethyl)indoline hydrochloride Cl.FC(C1=C2CCNC2=CC=C1)F